ClC1=C(C=C(C=C1)OC)S(=O)(=O)Cl 2-chloro-5-methoxybenzenesulfonyl chloride